CCCCCCCC/C=C\\CCCCCCCCCC(=O)O The molecule is an icosenoic acid having a cis- double bond at position 11. It has a role as a plant metabolite and a human metabolite. It is a conjugate acid of a gondoate.